6-fluoro-7-(2-fluorophenyl)-1-(2-isopropyl-6-Methylphenyl)-2-oxo-1,2-dihydropyrido[2,3-d]pyrimidine FC1=CC2=C(N(C(N=C2)=O)C2=C(C=CC=C2C)C(C)C)N=C1C1=C(C=CC=C1)F